O[C@H](CCNC(=O)C1CC2=CN(N=C2CC1)C)CN1CCC(=CC1)C1=C(C=CC=C1)OC N-((R)-3-Hydroxy-4-(4-(2-methoxyphenyl)-3,6-dihydropyridin-1(2H)-yl)butyl)-2-methyl-4,5,6,7-tetrahydro-2H-indazole-5-carboxamide